N-(3-chloro-5-(methylsulfonamido)phenyl)-5-(5-fluoro-3-((5-(2-hydroxypropan-2-yl)pyridin-3-yl)methoxy)pyridin-2-yl)-1-methyl-1H-pyrrole-3-carboxamide ClC=1C=C(C=C(C1)NS(=O)(=O)C)NC(=O)C1=CN(C(=C1)C1=NC=C(C=C1OCC=1C=NC=C(C1)C(C)(C)O)F)C